FC(C)(F)C1(CCC(CC1)NC(OCCCC)=O)O butyl (4-(1,1-difluoroethyl)-4-hydroxycyclohexyl)carbamate